C([C@H]([C@H]([C@H]([C@H](C=O)O)O)O)O)O D(+)-Allose